FC(C=1C(=C(C=CC1)[C@@H](C)NC=1C2=C(N=CN1)N(C(C(=C2)C2(CCS(CC2)(=O)=O)F)=O)C)F)F 4-(4-{[(1R)-1-[3-(difluoromethyl)-2-fluorophenyl]ethyl]amino}-8-methyl-7-oxo-7H,8H-pyrido[2,3-d]-pyrimidin-6-yl)-4-fluoro-1λ6-thiane-1,1-dione